NC1=CC2=C(C=C1)C1(CCN(CC1)C(=O)OC(C)(C)C)CO2 tert-butyl 6-amino-2H-spiro[benzofuran-3,4'-piperidine]-1'-carboxylate